CN(C(OC1=CC=C2C(=C(C(OC2=C1)=O)CC1=C(C(=CC=C1)NS(=O)C(C)(C)C)F)CN(C)C)=O)C 3-(3-((tert-butylsulfinyl)amino)-2-fluorobenzyl)-4-((dimethylamino)methyl)-2-oxo-2H-chromen-7-yl dimethylcarbamate